2,2-dimethyl-4-oxo-3,8,11,14,17,20,23,26,29-nonaoxa-5-azadotriacontan-32-oic acid CC(C)(OC(NCCOCCOCCOCCOCCOCCOCCOCCOCCC(=O)O)=O)C